S(=O)(=O)(O)O.C(CC)[K] propylpotassium sulfate